3-(2-oxiranyl)2-propen-1-ol O1C(C1)C=CCO